O=C(C(=O)OC)CC(C1=NC=CC=C1)=O Methyl 2,4-dioxo-4-(pyridin-2-yl)butanoate